(R)-3-cyano-N-(8,9-difluoro-6-oxo-1,4,5,6-tetrahydro-2H-pyrano[3,4-c]isoquinolin-1-yl)-N-methylbenzamide C(#N)C=1C=C(C(=O)N(C)[C@H]2COCC=3NC(C=4C=C(C(=CC4C32)F)F)=O)C=CC1